methyl 2-((1-(5-chloro-3-methyl-2-morpholino-4-oxo-3,4-dihydroquinazolin-8-yl)ethyl)amino)benzoate ClC1=C2C(N(C(=NC2=C(C=C1)C(C)NC1=C(C(=O)OC)C=CC=C1)N1CCOCC1)C)=O